OCC(CO)C1CCN(CC1)C(=O)OC(C)(C)C tert-butyl 4-(1,3-dihydroxypropan-2-yl)piperidine-1-carboxylate